BrC1=CC2=C(C(=N1)NC=1C(=CC=C(C(=O)N)C1)F)N(C=N2)C(C)C 5-((6-bromo-3-isopropyl-3H-imidazo[4,5-c]pyridin-4-yl)amino)-4-fluorobenzamide